5-amino-7-(2-(4-(2-fluoro-5-(oxazol-2-yl)phenyl)-1,4-diazepan-1-yl)ethyl)-9-methyl-2-(pyridin-2-yl)-7H-pyrrolo[3,2-e][1,2,4]Triazolo[1,5-c]Pyrimidine-8-carboxylic acid NC1=NC2=C(C=3N1N=C(N3)C3=NC=CC=C3)C(=C(N2CCN2CCN(CCC2)C2=C(C=CC(=C2)C=2OC=CN2)F)C(=O)O)C